C1(CCCCC1)NCCCN N-cyclohexyl-1,3-diaminopropane